CC(C)(C)OC(=O)NC1[C@@H]2C[C@H]1CNC2 tert-butyl ((1R,5S,6r)-3-azabicyclo[3.1.1]heptan-6-yl)carbamate